C1(=CC=CC=C1)C(CO)=CC=CCCC 2-Phenyl-2,4-octadienol